({6-[(1,3-benzothiazol-2-yl)amino]-5-methylpyridazin-3-yl}(methyl)amino)-5-(1-phenylpiperidin-4-yl)-1,3-thiazole-4-carboxylic acid S1C(=NC2=C1C=CC=C2)NC2=C(C=C(N=N2)N(C)C=2SC(=C(N2)C(=O)O)C2CCN(CC2)C2=CC=CC=C2)C